FC1(CNC1)COC(=O)N1CCC(CC1)NC1=C2N=CN(C2=NC(=N1)C)C(C)C 4-((9-isopropyl-2-methyl-9H-purin-6-yl)amino)piperidine-1-carboxylic acid (3-fluoroazetidin-3-yl)methyl ester